FC(OC1=CC=C(C=C1)N1N=C(N=C1)C1=CC=C(C=C1)C=C)(F)F 1-(4-(trifluoromethoxy)phenyl)-3-(4-vinylphenyl)-1H-1,2,4-triazole